C(#N)C=1C=C(C=NC1)S(=O)(=O)N[C@@H](C(F)(F)F)C1=CC=C(C=C1)OC(F)F (R)-5-cyano-N-(1-(4-(difluoromethoxy)phenyl)-2,2,2-trifluoroethyl)pyridine-3-sulfonamide